3-(2-bromophenyl)-1-oxo-2H-isoquinoline-4-carbaldehyde BrC1=C(C=CC=C1)C=1NC(C2=CC=CC=C2C1C=O)=O